2-(((1R)-1-(2-cyano-7-methyl-3-(2-methylazetidin-1-yl)quinoxalin-5-yl)ethyl)amino)benzoic acid C(#N)C1=NC2=CC(=CC(=C2N=C1N1C(CC1)C)[C@@H](C)NC1=C(C(=O)O)C=CC=C1)C